CN(C1=CC(=C(C=N1)B(O)O)OC(C)C)C 6-(DIMETHYLAMINO)-4-ISOPROPOXYPYRIDIN-3-YLBORONIC ACID